N-(1-(6,7-difluoro-1-oxo-1,2-dihydroisoquinolin-4-yl)ethyl)-N-methyl-2H-indazole-3-carboxamide FC=1C=C2C(=CNC(C2=CC1F)=O)C(C)N(C(=O)C=1NN=C2C=CC=CC12)C